N,N-diisopropyl-2-benzothiazole-sulfinamide C(C)(C)N(S(=O)C=1SC2=C(N1)C=CC=C2)C(C)C